NC=1C=2N(C=CN1)C(=NC2Br)C(=O)N 8-amino-1-bromoimidazo[1,5-a]pyrazine-3-carboxamide